guanin N1C(N)=NC=2N=CNC2C1=O